C(C1=CC=CC=C1)NC1=NC(=NN2C1=CC=C2C2CN(CCC2)CC)N2C(=CC=1C(=CC=CC21)C(=O)N)C 1-(4-(benzylamino)-7-(1-ethylpiperidin-3-yl)pyrrolo[2,1-f][1,2,4]triazin-2-yl)-2-methyl-1H-indole-4-carboxamide